CC=1C(=CSC1)B(O)O (4-Methylthiophen-3-yl)boronic acid